C1(C=CC(N1C(C(=O)O)CCCC)=O)=O maleimido-caproic acid